3-(Trifluoromethyl)-5,6,9,10,11,12-hexahydro-4H-[1,2]oxazolo[3,4-c]pyrido[4',3':3,4]pyrazolo-[1,5-a]azepine Hydrochloride Cl.FC(C=1ON=C2C=3N(CCCC21)N=C2C3CNCC2)(F)F